6-[(5-bromo-2-chloro-pyrimidin-4-yl)amino]-4,4-dimethyl-2,3-dihydroisoquinolin-1-one BrC=1C(=NC(=NC1)Cl)NC=1C=C2C(CNC(C2=CC1)=O)(C)C